1-[[3-(6,7-dihydro-1-methyl-7-oxo-3-propyl-1H-pyrazolo[4,3-d]pyrimidin-5-yl)-4-ethoxyphenyl]sulfonyl]-4-methylpiperazine citrate C(CC(O)(C(=O)O)CC(=O)O)(=O)O.CN1N=C(C=2N=C(NC(C21)=O)C=2C=C(C=CC2OCC)S(=O)(=O)N2CCN(CC2)C)CCC